C1(CCCCC1)C(COC)(COC)C1CCCCC1 2,2-dicyclohexyl-1,3-Dimethoxypropane